tert-butyl N-(1-pentyn-4-enyl)-N-benzylcarbamate C(#CCC=C)N(C(OC(C)(C)C)=O)CC1=CC=CC=C1